N[C@@H]1C[C@@H](CC1)OC=1C(=NC(=C(C1)Cl)C)C1=CC(=NN1)NC=1N=CC(=NC1)C#N 5-((5-(3-(((1R,3S)-3-aminocyclopentyl)oxy)-5-chloro-6-methylpyridin-2-yl)-1H-pyrazol-3-yl)amino)pyrazine-2-carbonitrile